BrC=1C(=C(C=C2CN(C(N(C12)CC1=C(C=C(C=C1)OC)OC)=O)CC#N)NC(C1=CC(=CC(=C1)F)C(F)(F)F)=O)C(=O)C1=C(C=C(C=C1)F)Cl N-{8-bromo-7-[(2-chloro-4-fluorophenyl)carbonyl]-3-(cyanomethyl)-1-[(2,4-dimethoxyphenyl)methyl]-2-oxo-1,2,3,4-tetrahydroquinazolin-6-yl}-5-fluoro-3-(trifluoromethyl)benzamide